N,N-bis([1,1'-biphenyl]-4-yl)-9,9'-spirobi[9H-fluoren]-2-amine C1(=CC=C(C=C1)N(C1=CC=2C3(C4=CC=CC=C4C2C=C1)C1=CC=CC=C1C=1C=CC=CC13)C1=CC=C(C=C1)C1=CC=CC=C1)C1=CC=CC=C1